C(CCCCCCCCC\C=C\CCCC)(=O)SCCNC(CCNC([C@@H](C(COP(OP(OC[C@@H]1[C@H]([C@H]([C@@H](O1)N1C=NC=2C(N)=NC=NC12)O)OP(=O)(O)O)(=O)O)(=O)O)(C)C)O)=O)=O E-11-hexadecenoyl-CoA